2-(3-((2-((4-(4-cyclobutylpiperidin-1-yl)-3-methoxyphenyl)amino)-5-methylthieno[2,3-d]pyrimidin-4-yl)amino)phenyl)propan-2-ol C1(CCC1)C1CCN(CC1)C1=C(C=C(C=C1)NC=1N=C(C2=C(N1)SC=C2C)NC=2C=C(C=CC2)C(C)(C)O)OC